FC=1C=C(C=CC1F)S(=O)(=O)NC1=C(C(=O)NC=2SC=C(N2)C2=CC=C(C=C2)OC)C=CC=C1 2-((3,4-difluorophenyl)sulfonamido)-N-(4-(4-methoxyphenyl)thiazol-2-yl)benzamide